1-[6-[[4-(1H-indazol-4-yl)imidazol-1-yl]methyl]-1H-indol-2-yl]methylamine N1N=CC2=C(C=CC=C12)C=1N=CN(C1)CC1=CC=C2C=C(NC2=C1)CN